N-[(1S)-5-[2-(2-aminopyridin-3-yl)-7-ethynyl-5-(pyrazol-1-yl)imidazo[4,5-b]pyridin-3-yl]-2,3-dihydro-1H-inden-1-yl]-4-(benzyloxy)-3-(1,3-dioxolan-2-yl)benzamide NC1=NC=CC=C1C1=NC=2C(=NC(=CC2C#C)N2N=CC=C2)N1C=1C=C2CC[C@@H](C2=CC1)NC(C1=CC(=C(C=C1)OCC1=CC=CC=C1)C1OCCO1)=O